6-chloro-2-(2-(2-chlorophenyl)-3,4,6,7-tetrahydro-5H-imidazo[4,5-c]pyridin-5-yl)-2,3-dihydro-1H-inden-1-one ClC1=CC=C2CC(C(C2=C1)=O)N1CC2=C(CC1)N=C(N2)C2=C(C=CC=C2)Cl